1-(3-chloro-4-methylphenyl)-3-(3-((1-(2,6-dioxopiperidin-3-yl)-2,5-dioxo-2,5-dihydro-1H-pyrrol-3-yl)amino)phenyl)urea ClC=1C=C(C=CC1C)NC(=O)NC1=CC(=CC=C1)NC=1C(N(C(C1)=O)C1C(NC(CC1)=O)=O)=O